4-Amino-2-butoxy-8-[3-(1-pyrrolidinylmethyl)benzyl]-7,8-dihydro-6(5H)-pteridinone NC1=NC(=NC=2N(CC(NC12)=O)CC1=CC(=CC=C1)CN1CCCC1)OCCCC